ClC=1C(=NC(=NC1)N1CCC(CC1)NC(=O)[C@@H]1NCCC1)N[C@H](C)C1=C(C=C(C=C1)Cl)Cl (R)-N-(1-(5-chloro-4-(((R)-1-(2,4-dichlorophenyl)ethyl)amino)pyrimidin-2-yl)piperidin-4-yl)pyrrolidine-2-carboxamide